C(C)(C)N1C(N(C=CC1=O)C1=CC=C(C=C1)C(F)(F)F)=O 3-isopropyl-2,4-dioxo-1-[4-(trifluoromethyl)phenyl]-1,2,3,4-tetrahydropyrimidine